lithium 2-(2-((tert-butoxycarbonyl)amino)ethyl)-1-oxoisoindoline-4-carboxylate C(C)(C)(C)OC(=O)NCCN1C(C=2C=CC=C(C2C1)C(=O)[O-])=O.[Li+]